BrC=1C=C2C(=NN=C(C2=CC1)Cl)C(C)C 6-BROMO-1-CHLORO-4-PROPAN-2-YLPHTHALAZINE